5,6-dihydroquinolin N1=CC=CC=2CCC=CC12